CC[C@]1(C[C@@H](C2=C(C3=C(C=C2[C@H]1C(=O)OC)C(=O)C4=C(C3=O)C(=CC=C4)O)[O-])O[C@H]5C[C@@H]([C@@H]([C@@H](O5)C)O[C@H]6C[C@@H]([C@@H]([C@@H](O6)C)O[C@H]7C=CC(=O)[C@@H](O7)C)O)[NH+](C)C)O The molecule is a zwitterion obtained by transfer of a proton from the 5-hydroxy to the tertiary amino group of aclacinomycin Y. It is the major microspecies at pH 7.3 (according to Marvin v 6.2.0.). It has a role as an antimicrobial agent. It is a conjugate base of an aclacinomycin Y(1+). It is a tautomer of an aclacinomycin Y.